C(CS)(=O)O.C=CC propylene thioglycolate